ClC1=CC=C(C=C1)CN1C([C@H](C[SH2]C2=C1C=C(C=C2)C(NNC(C(C(F)(F)F)(OC)F)=O)=O)NC(OC(C)(C)C)=O)=O tert-butyl N-[(3R)-5-[(4-chlorophenyl)methyl]-4-oxo-7-[[(2,3,3,3-tetrafluoro-2-methoxy-propanoyl)amino]carbamoyl]-2,3-dihydro-1λ4,5-benzothiazepin-3-yl]carbamate